N-(4-chlorophenyl)-1,4-benzoxazine-4-thiocarboxamide ClC1=CC=C(C=C1)NC(=S)N1C=COC2=C1C=CC=C2